(5-(2-fluorobenzyl)-1-methyl-1H-pyrrol-3-yl)(8-oxa-2-azaspiro[4.5]decan-2-yl)methanone FC1=C(CC2=CC(=CN2C)C(=O)N2CC3(CC2)CCOCC3)C=CC=C1